C(C1CO1)N(C1=CC=C(C=C1)C1(C2=CC=CC=C2C=2C=CC=CC12)C1=CC=C(C=C1)N(CC1CO1)CC1CO1)CC1CO1 N,N,N',N'-tetraglycidyl-9,9-bis(4-aminophenyl)fluorene